ClC=1C2=CNN=C2C(=C(C1)C1=CC=C(C=C1)N1CCC(CC1)CO)Cl 4,7-dichloro-6-(4-(4-(hydroxymethyl)piperidin-1-yl)phenyl)-2H-indazole